C(C)OC(=O)[C@@H]1C[C@@H]([C@@H](C1)OC(C1=CC=C(C=C1)[N+](=O)[O-])=O)F.NC=1NN=C2C=CC(=CC12)C1=CC(=NC=C1)NC(=O)OCC |r| (4-(3-amino-2H-indazol-5-yl)pyridin-2-yl)urethane (±)-(1R,2S,4S)-4-(ethoxycarbonyl)-2-fluorocyclopentyl-4-nitrobenzoate